C1(=CC=C(C=C1)OCCNCCOC1=CC=C(C=C1)C(C)C)C(C)C Bis[2-(p-cumenyloxy)ethyl]amine